tert-butyl (3S)-4-(7-(6-(bis(4-methoxybenzyl)amino)-4-methyl-3-(trifluoromethyl)pyridin-2-yl)-6-chloro-2-(2,2-dimethoxyethoxy)-8-fluoroquinazolin-4-yl)-3-methylpiperazine-1-carboxylate COC1=CC=C(CN(C2=CC(=C(C(=N2)C2=C(C=C3C(=NC(=NC3=C2F)OCC(OC)OC)N2[C@H](CN(CC2)C(=O)OC(C)(C)C)C)Cl)C(F)(F)F)C)CC2=CC=C(C=C2)OC)C=C1